ethyl 7-chloro-4-hydroxy-1-(2-methylpyridin-3-yl)-2-oxo-1,2-dihydro-1,8-naphthyridine-3-carboxylate ClC1=CC=C2C(=C(C(N(C2=N1)C=1C(=NC=CC1)C)=O)C(=O)OCC)O